FC(C(=O)O)(F)F.CC1=C(N=C(N1)C1=NC=CC(=C1)C=1C=NC=C(C1)N1CCOCC1)C(=O)NC1CCOCC1 5-Methyl-2-(5-morpholin-4-yl-3,4'-bipyridin-2'-yl)-N-(tetrahydro-2H-pyran-4-yl)-1H-imidazole-4-carboxamide trifluoroacetate salt